BrC1=CC2=C(NC(N2)=O)C=C1Cl 5-bromo-6-chloro-1H-benzo[d]imidazol-2(3H)-one